Tert-butyl (6-(((4-methoxy-3-(1-methyl-1H-1,2,4-triazol-3-yl)-5-nitrobenzyl)oxy)methyl)pyridin-2-yl)carbamate COC1=C(C=C(COCC2=CC=CC(=N2)NC(OC(C)(C)C)=O)C=C1[N+](=O)[O-])C1=NN(C=N1)C